4-(1-(3-acrylamido-4-fluorophenyl)-5-methyl-1H-pyrazol-4-yl)-2-fluorobenzamide C(C=C)(=O)NC=1C=C(C=CC1F)N1N=CC(=C1C)C1=CC(=C(C(=O)N)C=C1)F